C(#N)C1=CC=C(C2=C1OCCO2)C2C(=C(NC1=C(C=NC(=C21)OCC)C)C)C(=O)N 4-(8-Cyano-2,3-dihydrobenzo[b][1,4]dioxin-5-yl)-5-ethoxy-2,8-dimethyl-1,4-dihydro-1,6-naphthyridine-3-carboxamide